C(C)(C)(C)C1=NOC(=C1F)N1C(O[C@]2(C1)C[C@@](CCC2)(C)CN2C=NC1=C2C=C(C=C1)C#N)=O 1-(((5S,7S)-3-(3-(tert-butyl)-4-fluoroisoxazol-5-yl)-7-methyl-2-oxo-1-oxa-3-azaspiro[4.5]decan-7-yl)methyl)-1H-benzo[d]imidazole-6-carbonitrile